C(C)(C)C=1N(C=CC1C(=O)NC=1C=C(C=CC1C(F)(F)F)C(C(=O)O)(C)C)CCCC1=CC=CC=C1 2-[3-({[2-isopropyl-1-(3-phenylpropyl)-1H-pyrrole-3-yl]carbonyl}amino)-4-(trifluoromethyl)phenyl]-2-Methylpropanoic acid